O=C(CCC(=O)O)NCCN1CCCC1 4-oxo-4-(2-pyrrolidin-1-ylethylamino)butanoic acid